C(C1=CC=CC=C1)NCC=1N(C=CN1)C N-benzyl-1-(1-methyl-1H-imidazol-2-yl)methylamine